3-hydroxy-2-methyl-4h-pyran-4-one OC1=C(OC=CC1=O)C